BrC=1C=C2C(=NN(C2=CC1)C)C 5-bromo-1,3-dimethyl-indazole